(2-chlorophenyl)-trimethylsilane ClC1=C(C=CC=C1)[Si](C)(C)C